C1(=CC=C(C=C1)S(=O)(=O)N)C.[Na] sodium p-tolylsulfonamide